ethyl 3-(2,5-difluorophenyl) acrylate CCOC(=O)/C=C/C1=C(C=CC(=C1)F)F